FC(C(=O)OCC)(\C=C(\SC#N)/C1=CC=C(C=C1)OC)F (E)-ethyl 2,2-difluoro-4-(4-methoxyphenyl)-4-thiocyanobut-3-enoate